C(#N)C1=C(C=CC(=C1)F)C=1N=C(SC1)N(C1=C(N=C2N1C=C(C=C2)C2CCN(CC2)CC(=O)N(C)C)CC)C 2-(4-(3-((4-(2-cyano-4-fluorophenyl)thiazol-2-yl)(methyl)amino)-2-ethylimidazo[1,2-a]pyridin-6-yl)piperidin-1-yl)-N,N-dimethylacetamide